O[C@H]1[C@@H](C2=C(C(C(=C3N2[C@@]12CCCCN(C3=O)C2)O)=O)C(=O)NCC2=C(C=C(C=C2F)F)F)O (6aR,7R,8R)-7,8,11-trihydroxy-1,10-dioxo-N-(2,4,6-trifluorobenzyl)-1,3,4,5,6,7,8,10-octahydro-2,6a-methano[1,4]diazonino[9,1,2-cd]indolizine-9-carboxamide